N-((5-bromopyridin-2-yl)(phenyl)methyl)-2-methylpropane-2-sulfinamide BrC=1C=CC(=NC1)C(NS(=O)C(C)(C)C)C1=CC=CC=C1